methyl 4-[5-(3,4-difluorophenyl)-1-(2,2-dimethylpropanoyl)-6-isopropyl-pyrrolo[2,3-f]indazol-7-yl]tetrahydrofuran-2-carboxylate FC=1C=C(C=CC1F)N1C(=C(C2=C1C=C1C=NN(C1=C2)C(C(C)(C)C)=O)C2CC(OC2)C(=O)OC)C(C)C